N12CCN(C(CC1)CC2)C(=O)N2N=C(C1=C2COCC1)C=1C=NC(=CC1C)F (R,S)-1,4-diazabicyclo[3.2.2]nonan-4-yl-[3-(6-fluoro-4-methyl-3-pyridyl)-5,7-dihydro-4H-pyrano[3,4-c]pyrazol-1-yl]methanone